Ruthenium-iron [Fe].[Ru]